methyl 3-chloro-2-(chlorosulfonyl)-4-fluorobenzoate ClC=1C(=C(C(=O)OC)C=CC1F)S(=O)(=O)Cl